C(C=1C(C(=O)[O-])=CC(C(=O)[O-])=C(C(=O)[O-])C1)(=O)OC(C(C(CCCCC(C)C)CCCCCC(C)C)(CCCCCC(C)C)CCCCCC(C)C)(CCCCCCC(C)C)CCCCCC(C)C tetraiso-octyl-isononyl-isodecyl pyromellitate